(+-)-trans-2-(aminomethyl)cyclopropanecarboxylic acid NC[C@H]1[C@@H](C1)C(=O)O |r|